C(CCCCCCCCCCC)[N+](CC(CC(C(COCC(C(CC(C[N+](CCCCCCCCCCCC)(C)C)O)[N+](C)(C)C)O)O)[N+](C)(C)C)O)(C)C 3-(dodecyldimethylammonio)-2-hydroxypropyl-2-hydroxy-3-(trimethylammonio)propylether